2-(4-chlorophenyl)-3-iodoquinolin-4(1H)-one ClC1=CC=C(C=C1)C=1NC2=CC=CC=C2C(C1I)=O